S(=O)(=O)(C1=CC=C(C)C=C1)N1C=CC2=C1N=CC=1N2C=CN1 3-tosyl-3H-imidazo[1,2-a]pyrrolo[2,3-e]pyrazin